4-amino-6-chloro-2-methoxypyridine-3-carboxylic acid methyl ester COC(=O)C=1C(=NC(=CC1N)Cl)OC